3-(5-(((1R,2S)-2-((1-cyclobutylethyl)amino)cyclohexyl)methyl)-1-oxoisoindolin-2-yl)piperidine-2,6-dione C1(CCC1)C(C)N[C@@H]1[C@H](CCCC1)CC=1C=C2CN(C(C2=CC1)=O)C1C(NC(CC1)=O)=O